ClC1=CC=C(C=C1)C1C(CC1)C#N 2-(4-Chlorophenyl)cyclobutane-1-carbonitrile